C(C)N(C1=CC=2C(=C3OC4=CC=5C(=CC4=NC3=CC2)C(=CC([NH+]5)(C)C)C)C=C1)CC 3-(diethylamino)-9,11,11-trimethyl-11H-benzo[H]pyrido[3,2-b]phenoxazin-12-ium